(2r,5r)-2-ethyl-5-(hydroxymethyl)-4-(4-methyl-5-oxo-2-(tetrahydro-2H-pyran-2-yl)-4,5-dihydro-2H-pyrazolo[4,3-b]Pyridin-7-yl)piperazine-1-carboxylic acid tert-butyl ester C(C)(C)(C)OC(=O)N1[C@@H](CN([C@H](C1)CO)C=1C=2C(N(C(C1)=O)C)=CN(N2)C2OCCCC2)CC